N-((7-(5-(difluoromethyl)-1,3,4-oxadiazol-2-yl)imidazo[1,2-a]pyridin-2-yl)methyl)cyclohexylamine FC(C1=NN=C(O1)C1=CC=2N(C=C1)C=C(N2)CNC2CCCCC2)F